7-(3-(2,6-dioxopiperidin-3-yl)-4-oxo-3,4-dihydrophthalazin-6-yl)-7-azaspiro[3.5]nonane-2-carbaldehyde O=C1NC(CCC1N1N=CC2=CC=C(C=C2C1=O)N1CCC2(CC(C2)C=O)CC1)=O